COC1=C([NH+](C)C)C=CC(=C1)OC 2,4-dimethoxydimethylanilinium